N-(3-methylbutan-2-yl)benzene-1,3-diamine CC(C(C)NC1=CC(=CC=C1)N)C